CN1C2C(CCC1)N(CC2)C2=NC1=CC=CC=C1C(=N2)N (4-methyloctahydro-1H-pyrrolo[3,2-b]pyridin-1-yl)quinazolin-4-amine